2-hexyldecyl 3-ethyl-12-hexyl-6-isopropyl-10-oxo-9,11-dioxa-3,6-diazahexadecane-16-carboxylate C(C)N(CC)CCN(CCOC(OC(CCCCC(=O)OCC(CCCCCCCC)CCCCCC)CCCCCC)=O)C(C)C